C(C1=CC=CC=C1)NC(=O)[C@@H]1CC12CCN(CC2)C(=O)[O-] |r| (±)-1-(benzylcarbamoyl)-6-azaspiro[2.5]octane-6-carboxylate